hydroxyethylglycine, sodium salt [Na+].OCCNCC(=O)[O-]